C(C)(C)N1C(=NN=C1)C1=CC=CC(=N1)N1C(N(CC1)C1=CC(=CC=C1)C=1C=NC(=CC1)SC)=O 1-(6-(4-isopropyl-4H-1,2,4-triazol-3-yl)pyridin-2-yl)-3-(3-(6-(methylthio)pyridin-3-yl)phenyl)imidazolidin-2-one